2-Amino-N-(2-thienyl-methyl-carbamoyl)acetamide NCC(=O)NC(N(C)C=1SC=CC1)=O